(2S,2'S)-4,4'-((propane-1,3-diylbis(oxy))bis(4-fluoro-6-methoxyisoindoline-5,2-diyl))bis(2-methyl-4-oxobutanoic acid) C(CCOC=1C(=C2CN(CC2=CC1OC)C(C[C@@H](C(=O)O)C)=O)F)OC=1C(=C2CN(CC2=CC1OC)C(C[C@@H](C(=O)O)C)=O)F